2-[5-bromo-2-(3-chloro-2-pyridyl)pyrazol-3-yl]-8-methyl-6-(trifluoromethyl)-3,1-benzoxazin-4-one BrC=1C=C(N(N1)C1=NC=CC=C1Cl)C1=NC2=C(C(O1)=O)C=C(C=C2C)C(F)(F)F